C(C)C1=CC(=NC=C1)CCCCC 4-ethyl-2-pentylpyridine